N-(4-bromo-2,5-difluorophenyl)-5-thiophen-2-yl-1H-pyrrole-3-sulfonamide BrC1=CC(=C(C=C1F)NS(=O)(=O)C1=CNC(=C1)C=1SC=CC1)F